Bocpyrrole C(=O)(OC(C)(C)C)C=1NC=CC1